5-butyl-5-ethyl-2-(2,4,6-tri-tert-butylphenoxy)-1,3,2-di-oxaphosphirane C(CCC)C1(C(C=C(C(OP2OO2)=C1C(C)(C)C)C(C)(C)C)C(C)(C)C)CC